2-methoxy-4-[(E)-(2-morpholinoethylhydrazono)methyl]phenol COC1=C(C=CC(=C1)/C=N/NCCN1CCOCC1)O